bis(3,5-di-tert-butyl-2-hydroxyphenyl) ketone C(C)(C)(C)C=1C(=C(C=C(C1)C(C)(C)C)C(=O)C1=C(C(=CC(=C1)C(C)(C)C)C(C)(C)C)O)O